3-fluoro-3-(1-(5-(4-(trifluoromethyl)phenoxy)-2-naphthoylamino)ethyl)azetidine-1-carboxylic acid tert-butyl ester C(C)(C)(C)OC(=O)N1CC(C1)(C(C)NC(=O)C1=CC2=CC=CC(=C2C=C1)OC1=CC=C(C=C1)C(F)(F)F)F